6-chloro-5-methyl-N-[(3R)-piperidin-3-yl]pyridazin-3-amine hydrochloride Cl.ClC1=C(C=C(N=N1)N[C@H]1CNCCC1)C